FC(C(=O)NCC1=NC2=CC=C(C=C2C=C1)C(=O)NC1=C(C=CC=C1)NC(OC(C)(C)C)=O)(F)F tert-butyl (2-(2-((2,2,2-trifluoroacetamido)methyl)quinoline-6-carboxamido)phenyl)carbamate